C(NC(C1=CN=C(C=C1NC1=NC=CC=C1SC)NC1=NC=C(C=C1)C1=CC=CC=C1)=O)([2H])([2H])[2H] N-(methyl-d3)-4-((3-(methylthio)pyridin-2-yl)amino)-6-((5-phenylpyridin-2-yl)amino)nicotinamide